N1=CC=C(C2=CC=C3C(=CC=NC3=C12)C1=CC=C(C=C1)S(=O)[O-])C1=CC=C(C=C1)S(=O)[O-].[Na+].[Na+] sodium 4,4'-(1,10-phenanthroline-4,7-diyl)dibenzenesulfinate